CC1=C(C2=C(N=N1)SC1=C2N=CN=C1N1C[C@@H](CC1)C(C)(C)O)C 2-[(3R)-1-(3,4-dimethylpyrimido[4',5':4,5]thieno[2,3-c]pyridazin-8-yl)pyrrolidin-3-yl]propan-2-ol